morpholino-2-oxo-2H-pyran O1CCN(CC1)C=1C(OC=CC1)=O